5-methyl-1,2,4-oxadiazole-3-carboxylic acid CC1=NC(=NO1)C(=O)O